ClC1=CC=C(OC2=C3C=CN(C3=CC(=C2)CNC(C)=O)CC2=CC(NC=C2)=O)C=C1 N-[[4-(4-chlorophenoxy)-1-[(2-oxo-1H-pyridin-4-yl)methyl]indol-6-yl]methyl]acetamide